C(CC(=O)OC(C)(C)C)(=O)OC(C)(C)C dit-butyl malonate